C(C1=CC=CC=C1)OC=1C(=CC2=C(N(C([C@H]3N(C2=O)CCC(=C3)C3=CC=C(C=C3)S(NC)(=O)=O)O)C(=O)OCC=C)C1)OC allyl (6aS)-3-(benzyloxy)-6-hydroxy-2-methoxy-8-(4-(N-methyl-sulfamoyl)phenyl)-12-oxo-6,6a,9,10-tetrahydrobenzo[e]pyrido[1,2-a][1,4]diazepine-5(12H)-carboxylate